CN1CC(C1)(C)C(O)(C1=CC=C(C=C1)OC(F)(F)F)C1=CC(=CC=C1)C1=NC(=NO1)CCC1=CC=CC=C1 (1,3-Dimethyl-azetidin-3-yl)-[3-(3-phenethyl-[1,2,4]oxadiazol-5-yl)-phenyl]-(4-trifluoromethoxy-phenyl)-methanol